IC=1N(C2=CC=CC(=C2C1)[N+](=O)[O-])CCC(F)(F)F 2-iodo-4-nitro-1-(3,3,3-trifluoropropyl)-1H-indole